C(C)(C)C1=C(NC2=C1N=C(N=C2)C2CCN(CC2)C2CCOCC2)C=2C=C(C(N(C2)C)=O)C 5-(7-isopropyl-2-(1-(tetrahydro-2H-pyran-4-yl)piperidin-4-yl)-5H-pyrrolo[3,2-d]pyrimidin-6-yl)-1,3-dimethylpyridin-2(1H)-one